C1(CC1)C=1C(=NC(=NC1)NC=1C(=NN(C1)C1CC2CCC(C1)N2C)C)NCCCN2C(COCCC2)=O 4-(3-((5-Cyclopropyl-2-((3-methyl-1-(8-methyl-8-azabicyclo[3.2.1]octan-3-yl)-1H-pyrazol-4-yl)amino)pyrimidin-4-yl)amino)propyl)-1,4-oxazepan-3-on